7-(imidazo[1,2-b]pyridazin-3-ylethynyl)-4,5-dimethyl-N-(3-(trifluoromethyl)phenyl)benzo[d]isoxazol-3-amine N=1C=C(N2N=CC=CC21)C#CC2=CC(=C(C=1C(=NOC12)NC1=CC(=CC=C1)C(F)(F)F)C)C